(R)-N-(3-methoxy-1,2,4-thiadiazol-5-yl)-6-(methyl-(7H-pyrrolo[2,3-d]pyrimidin-4-yl)amino)-2-azaspiro[3.4]octane-2-carboxamide COC1=NSC(=N1)NC(=O)N1CC2(C1)C[C@@H](CC2)N(C=2C1=C(N=CN2)NC=C1)C